CC(CC=O)=C 3-methylbut-3-en-1-aldehyde